NC1=CC=C(C=N1)N1CCN(C2(CC2)C1)C(=O)OC(C)(C)C tert-butyl 7-(6-amino-pyridin-3-yl)-4,7-diazaspiro[2.5]octane-4-carboxylate